5-ethoxycarbonyl-1,6-dihydropyrimidinone C(C)OC(=O)C1=CNC(NC1)=O